(S)-N-(5-methyl-4-oxo-7-(2-(piperidin-1-yl)ethoxy)-2,3,4,5-tetrahydrobenzo[b][1,4]oxazepin-3-yl)-1H-imidazole-1-carboxamide CN1C2=C(OC[C@@H](C1=O)NC(=O)N1C=NC=C1)C=CC(=C2)OCCN2CCCCC2